FC1CC(C1)OC=1C(NC=C2C=NN(C(C21)=O)C)=O 8-((1R,3R)-3-fluorocyclobutoxy)-2-methylpyrido[3,4-d]pyridazine-1,7(2H,6H)-dione